4-(4-(aminomethyl)benzyl)-2-(4-cyanophenyl)-1,2,4-thiadiazolidine-3,5-dione NCC1=CC=C(CN2C(N(SC2=O)C2=CC=C(C=C2)C#N)=O)C=C1